[Si].[Co].[Ag] silver-cobalt-silicon